5-[4-(tert-butoxycarbonyl)piperazin-1-yl]-2-methoxyquinoline-8-carboxylic acid methyl ester COC(=O)C=1C=CC(=C2C=CC(=NC12)OC)N1CCN(CC1)C(=O)OC(C)(C)C